C(C)OC(=O)C1CC=C(CC1)C1=C(N(C2=CC=C(C=C12)OCC1=CC=CC=C1)C1=CC(=C(C=C1)F)C)C1CCOCC1 4-[5-benzyloxy-1-(4-fluoro-3-methyl-phenyl)-2-tetrahydropyran-4-yl-indol-3-yl]Cyclohex-3-ene-1-carboxylic acid ethyl ester